C(C)(C)(C)S(=O)N1[C@H](CCC1)N1CC(=CC=C1F)F (R)-1-((S-tert-butylsulfinyl)pyrrolidin-2-yl)-3,6-difluoropyridine